O1COC=2C=CC3=C(N=C(S3)N[C@H]3[C@H](COCC3)NC(OC(C)(C)C)=O)C21 tert-Butyl {(3R,4R)-4-[(2H-[1,3]dioxolo[4,5-e][1,3]benzothiazol-7-yl)amino]oxan-3-yl}carbamate